(4-amino-1-tert-butyl-pyrazolo[3,4-d]pyrimidin-3-yl)-N-phenyl-1H-indole-2-carboxamide NC1=C2C(=NC=N1)N(N=C2N2C(=CC1=CC=CC=C21)C(=O)NC2=CC=CC=C2)C(C)(C)C